COC=1C=C(C=CC1OC)C=1NC2=CC=C(C=C2C1C(C)C)C(=O)N1CC2CNCC2C1 2-(3,4-dimethoxyphenyl)-5-{octahydropyrrolo[3,4-c]pyrrole-2-carbonyl}-3-(propan-2-yl)-1H-indole